FC(C(=O)N1CC2(C1)CSCC2=O)(F)F 2-(2,2,2-trifluoroacetyl)-6-thia-2-azaspiro[3.4]octan-8-one